COC1=CC=C(COC2=NN(C=C2C(=O)OCC)C2OCCCC2)C=C1 ethyl 3-((4-methoxybenzyl)oxy)-1-(tetrahydro-2H-pyran-2-yl)-1H-pyrazole-4-carboxylate